C(C)OC1=CC=C(C=N1)C1=CN=CC(=N1)C(=O)NC=1SC2=C(N1)C(=CC=C2OC)F 6-(6-ethoxypyridin-3-yl)-N-(4-fluoro-7-methoxybenzo[d]thiazol-2-yl)pyrazine-2-carboxamide